C(C)(C)(C)OC(=O)NCC(C[C@H]1N(C(OC1)(C)C)C(=O)OC(C)(C)C)C(=O)OCC tert-butyl (4R)-4-(2-(((tert-butoxycarbonyl)amino)methyl)-3-ethoxy-3-oxopropyl)-2,2-dimethyloxazolidine-3-carboxylate